FC=1C(=CC(=NC1)NC1=CC(=C2C(=N1)NN(C2=O)C)NC2=C(C=CC=C2)S(=O)(=O)C)C 6-((5-fluoro-4-methylpyridin-2-yl)amino)-2-methyl-4-((2-(methylsulfonyl)phenyl)amino)-1,2-dihydro-3H-pyrazolo[3,4-b]pyridin-3-one